COC=1C=CC(=NC1)COC1=NC(=CC=C1)C1CCNCC1 5-methoxy-2-(((6-(piperidin-4-yl)pyridin-2-yl)oxy)methyl)pyridine